3-Isopropyl-2-methoxypyrazin C(C)(C)C=1C(=NC=CN1)OC